COC(=O)[C@@H]1[C@H](C1)CO (1S,2S)-2-(hydroxymethyl)cyclopropane-1-carboxylic acid methyl ester